tert-butyl 7-ethynyl-7-methyl-2-oxa-5-azaspiro[3.4]octane-5-carboxylate C(#C)C1(CN(C2(COC2)C1)C(=O)OC(C)(C)C)C